C(=CC=CCCCCC)O non-dienol